1H-oxepino[4,5-c]pyrazole-3-carboxamide N1N=C(C2=C1C=COC=C2)C(=O)N